Silver (ii) 3-hydroxy-4,6-dimethyl-5-(1-phenyl-1H-pyrazol-4-yl)picolinonitrile OC=1C(=NC(=C(C1C)C=1C=NN(C1)C1=CC=CC=C1)C)C#N.[Ag+2]